(S)-3-(2-(2-((2-formyl-3-hydroxyphenoxy)methyl)-piperidine-1-carbonyl)-phenyl)propanenitrile C(=O)C1=C(OC[C@H]2N(CCCC2)C(=O)C2=C(C=CC=C2)CCC#N)C=CC=C1O